ClC1=CC(=CC(=N1)N1[C@@H]2CC[C@H]([C@H]1C(=O)N(C=1C=C(C=CC1)C)C)C2)C(F)(F)F (1R,3S,4S)-2-(6-chloro-4-(trifluoromethyl)pyridin-2-yl)-N-methyl-N-(m-tolyl)-2-azabicyclo[2.2.1]heptane-3-carboxamide